methyl 6-chloro-2-(chloromethyl)pyridine-3-carboxylate ClC1=CC=C(C(=N1)CCl)C(=O)OC